4-[benzyl-[4-(5,6,7,8-tetrahydro-1,8-naphthyridin-2-yl)butyl]amino]-2-(tert-butoxycarbonylamino)butanoic acid C(C1=CC=CC=C1)N(CCC(C(=O)O)NC(=O)OC(C)(C)C)CCCCC1=NC=2NCCCC2C=C1